ClC1=NC=C(C(=N1)NCC1=CC=C(C=C1)N1N=C(C=C1C)C(F)(F)F)O 2-chloro-4-[({4-[5-methyl-3-(trifluoromethyl)-1H-pyrazol-1-yl]phenyl}methyl)amino]pyrimidin-5-ol